tert-butyl N-tert-butoxycarbonyl-N-(2-oxoethyl)carbamate C(C)(C)(C)OC(=O)N(C(OC(C)(C)C)=O)CC=O